FC1=C(C=CC(=C1)F)C1=CC(=CC(=C1)C=1C=NN2C1C=C(C=C2)OCC2CN(CCO2)C)C2(CC2)S(=O)(=O)N (2',4'-difluoro-5-(5-((4-methylmorpholin-2-yl)methoxy)pyrazolo[1,5-a]pyridin-3-yl)-[1,1'-biphenyl]-3-yl)cyclopropanesulfonamide